(dimethylcarbamoyl)-8,8-difluoro-3-azabicyclo[3.2.1]octane-3-carboxylic acid tert-butyl ester C(C)(C)(C)OC(=O)N1CC2(CCC(C1)C2(F)F)C(N(C)C)=O